CC1=NC(=CC=C1NC(=O)C1C(CCCC1)C(=O)O)C1=C(C(=NO1)C)NC1=NC(=CN=C1)C(F)(F)F 2-((2-methyl-6-(3-methyl-4-((6-(trifluoromethyl)pyrazin-2-yl)amino)isoxazol-5-yl)pyridin-3-yl)carbamoyl)cyclohexane-1-carboxylic acid